FC1=CC(=C(C=C1)[C@H]1[C@@H](O[C@](C1)(C(F)(F)F)C)C(=O)NC1=CC(=NC=C1)C(=O)N)OC |r| rac-(2R,3S,5R)-4-[[3-(4-fluoro-2-methoxy-phenyl)-5-methyl-5-(trifluoromethyl)tetrahydrofuran-2-carbonyl]amino]pyridine-2-carboxamide